C(C)(C)(C)OC(=O)NCC=1C=NN(C1)CC1=CC2=C(C(=NO2)NS(=O)(=O)C=2C=C(C(=O)OC)C=CC2OC)C(=C1)OC methyl 3-(N-(6-((4-(((tert-butoxycarbonyl) amino)methyl)-1H-pyrazol-1-yl)methyl)-4-methoxybenzo[d]isoxazol-3-yl)sulfamoyl)-4-methoxybenzoate